3-(5-bromo-2-chloro-4-fluoro-phenyl)-5-methyl-4H-isoxazole-5-carboxylic acid ethyl ester C(C)OC(=O)C1(CC(=NO1)C1=C(C=C(C(=C1)Br)F)Cl)C